2,5-di(chloroformyl)thiophene ClC(=O)C=1SC(=CC1)C(=O)Cl